ethylenediaminetetraacetic acid iron monosodium salt [Na+].[Fe+2].C(CN(CC(=O)[O-])CC(=O)[O-])N(CC(=O)O)CC(=O)[O-]